4-(2-fluoro-4-nitrobenzoyl)-1,1-dioxo-1,4-thiazine FC1=C(C(=O)N2C=CS(C=C2)(=O)=O)C=CC(=C1)[N+](=O)[O-]